(2-(1,3-dioxolan-2-yl)-3-((4-methoxybenzyl)oxy)phenyl)methanol O1C(OCC1)C1=C(C=CC=C1OCC1=CC=C(C=C1)OC)CO